FC1=C(C(=CC(=C1)N1CCSCC1)F)NC(C1=C(C=CC(=C1)[N+](=O)[O-])SC1=NN=NN1C)=O N-[2,6-difluoro-4-(thiomorpholin-4-yl)phenyl]-2-[(1-methyl-1H-1,2,3,4-tetrazol-5-yl)sulfanyl]-5-nitrobenzamide